NC=1SC(=CN1)C(CN1C[C@@H](O[C@H](C1)C)C)N1C(CCC(C1)(F)F)=O 1-(1-(2-aminothiazol-5-yl)-2-((2S,6S)-2,6-dimethylmorpholino)ethyl)-5,5-difluoropiperidin-2-one